methyl 4-((1S,2R)-1,2,3-tris(2-chloroacetoxy)propyl)-6-(dibutoxyphosphoryl-oxy)-2-oxo-hexahydro-2H-pyrano[3,4-d]oxazole-6-carboxylate ClCC(=O)O[C@H]([C@@H](COC(CCl)=O)OC(CCl)=O)C1OC(CC2C1NC(O2)=O)(C(=O)OC)OP(=O)(OCCCC)OCCCC